NC1=C(C(=NN1C(C([2H])([2H])[2H])C([2H])([2H])[2H])C1=CC=C(C=C1)C(C(=O)OC)C)C#N Methyl 2-[4-[5-amino-4-cyano-1-[2,2,2-trideuterio-1-(trideuteriomethyl)ethyl]pyrazol-3-yl]phenyl]propanoate